CC1=C(C=CC(=C1)C)C1=CC(=NC=C1)C(=O)NC1=CC=C(C=C1)OC1=CC(=NC=C1)C(NC)=O 4-(2,4-dimethylphenyl)-N-(4-(2-(methylcarbamoyl)pyridin-4-yloxy)phenyl)picolinamide